(2RS)-ethyl 2-ethyl-2-methylpentanoate C(C)[C@@](C(=O)OCC)(CCC)C |r|